2-ethyl-6-fluoro-3-{[(1r,4r)-4-(oxan-4-yloxy)cyclohexyl]methyl}-1H-indole C(C)C=1NC2=CC(=CC=C2C1CC1CCC(CC1)OC1CCOCC1)F